5-oxo-5,6,7,8-tetrahydronaphthalene-2-carboxylate O=C1C=2C=CC(=CC2CCC1)C(=O)[O-]